N-[(1R)-1-phenylethyl]-1-naphthalenemethanamine C1(=CC=CC=C1)[C@@H](C)NCC1=CC=CC2=CC=CC=C12